5-(3-chloro-2-fluoro-6-isopropoxy-5-(prop-1-en-2-yl)phenyl)-2-(trifluoromethyl)pyridine ClC=1C(=C(C(=C(C1)C(=C)C)OC(C)C)C=1C=CC(=NC1)C(F)(F)F)F